4-(2,5-Dimethyl-3-(2-(piperidin-1-yl)acetyl)-1H-pyrrol-1-yl)benzoic acid CC=1N(C(=CC1C(CN1CCCCC1)=O)C)C1=CC=C(C(=O)O)C=C1